CN(CCN(C1=C(C=C(C=C1)C=1C(=NC(=NC1)NC=1C=NN(C1)C)NC1=C(C=CC(=C1)[N+](=O)[O-])F)F)C)C 5-(4-((2-(dimethylamino)ethyl)(methyl)amino)-3-fluorophenyl)-N4-(2-fluoro-5-nitrophenyl)-N2-(1-methyl-1H-pyrazol-4-yl)pyrimidine-2,4-diamine